ClC1=CC=C(C=C1)[C@@H](C)N=C=O 1-chloro-4-[(1R)-1-isocyanatoethyl]benzene